C(=O)(OCC1C2=CC=CC=C2C2=CC=CC=C12)N[C@@H](CC1=CC(=C(C=C1)O)I)C(=O)O Fmoc-3-Iodo-L-tyrosin